OCCOCCN(CCOCCO)CCOCCO tris[2-(2-hydroxy-ethoxy)-ethyl]amine